FC(C=1C(=C(C=CC1)[C@@H](C)NC1=C(C(=NC(=N1)OC)C(C(=O)NCC1(CCOCC1)OC)C)C1OCCO1)F)F 2-(6-(((R)-1-(3-(difluoromethyl)-2-fluorophenyl)ethyl)amino)-5-(1,3-dioxolan-2-yl)-2-methoxypyrimidin-4-yl)-N-((4-methoxytetrahydro-2H-pyran-4-yl)methyl)propionamide